C(C1=CC=CC=C1)(=O)OC(C)(CCCC(CC=O)C)C 2,6-dimethyl-8-oxooctan-2-yl benzoate